3-(trifluoromethyl)-2,5,7,8-tetrahydro-6H-pyrazolo[4',3':4,5]pyrrolo[1,2-a]pyrazin FC(C=1NN=C2C1C=C1N2CCNC1)(F)F